NC1=C2C(=C3C(=N1)C=C(S3)C3CCN(CC3)C(=O)C3CCC(CC3)COCCN=[N+]=[N-])N(C(=N2)CCCC)CC2CCOCC2 {4-[4-Amino-2-butyl-1-(3,4,5,6-tetrahydro-2H-pyran-4-ylmethyl)thieno[3,2-b]imidazo[4,5-d]pyridine-7-yl]hexahydropyridin-1-yl}(4-{[(2-azidoethyl)oxyl]methyl}cyclohexyl)methanone